((3-chloro-6-fluoro-1-(triisopropylsilyl)-1H-indol-5-yl) methyl) carbamate C(N)(OCC=1C=C2C(=CN(C2=CC1F)[Si](C(C)C)(C(C)C)C(C)C)Cl)=O